C(C)(C)(C)OC(=O)N1C[C@@H](N(CC1)C=1C2=C(N=C(N1)Cl)C(=C(N=C2F)Cl)F)CO[Si](C)(C)C(C)(C)C (R)-3-(((tert-Butyldimethylsilyl)oxy)methyl)-4-(2,7-dichloro-5,8-difluoropyrido[4,3-d]pyrimidin-4-yl)piperazine-1-carboxylic acid tert-butyl ester